N1=CN=CC2=C1C1=C(O2)C=CC=C1 Benzofuro[3,2-d]Pyrimidine